ClC1=CC=C([C@H](N)CC(=O)O)C=C1 4-chloro-β-phenylalanine